cyclopropylsulfonamide hydrobromide Br.C1(CC1)S(=O)(=O)N